NC(CN1CC2=CC(=CC=C2[C@H](C1)C)C(=O)NC=1C=NC(=C(C1)C(F)(F)F)CN1CCN(CC1)C)=O (4R)-2-(2-amino-2-oxo-ethyl)-4-methyl-N-[6-[(4-methylpiperazin-1-yl)methyl]-5-(trifluoromethyl)-3-pyridyl]-3,4-dihydro-1H-isoquinoline-7-carboxamide